ClC1=NC(=C2C(=N1)NN=C2C)OC2C(CN(CC2)CC(F)F)F 4-({6-chloro-3-methyl-1H-pyrazolo[3,4-d]pyrimidin-4-yl}oxy)-1-(2,2-difluoroethyl)-3-fluoropiperidine